BrC=1C=C(C(=NC1)OCCCN(C)C)NS(=O)(=O)C N-(5-Bromo-2-(3-(dimethylamino)propoxy)pyridin-3-yl)methanesulfonamide